FC1=C(C=CC(=C1)OC1=CC(=NC=C1)N1CC(C1)COC)NC1=NC=NC2=CC(=C(C=C12)NC1CCN(CC1)C(C=C)=O)OC 1-(4-((4-((2-fluoro-4-((2-(3-(methoxymethyl)azetidin-1-yl)pyridin-4-yl)oxy)phenyl)amino)-7-methoxyquinazolin-6-yl)amino)piperidin-1-yl)prop-2-en-1-one